3-phenyl-bicyclo-[1.1.1]-pentane-1-carboxylic acid C1(=CC=CC=C1)C12CC(C1)(C2)C(=O)O